(S)-N-(1-(6-bromo-5-fluoro-1-(3-fluorocyclobutyl)-1H-indol-3-yl)-2,2-difluoroethyl)cyclopropanesulfonamide BrC1=C(C=C2C(=CN(C2=C1)C1CC(C1)F)[C@@H](C(F)F)NS(=O)(=O)C1CC1)F